Z-1,3,3,3-tetrafluoropropene F\C=C/C(F)(F)F